FC(CO)(F)C=1C(=C(C=CC1)[C@@H](C)N[S@](=O)C(C)(C)C)C (R)-N-[(1R)-1-[3-(1,1-difluoro-2-hydroxy-ethyl)-2-methylphenyl]ethyl]-2-methyl-propane-2-sulfinamide